C1(=CC=CC=C1)NP(=O)(NS(=O)(=O)C1=CC=C(C)C=C1)NC1=CC=CC=C1 diphenyl-tosyl-phosphoramide